N-(1,1-dimethylsilolan-3-yl)-4,6-dimethyl-1H-indole-2-carboxamide C[Si]1(CC(CC1)NC(=O)C=1NC2=CC(=CC(=C2C1)C)C)C